NC=1C=C(C=CC1)C=1SC(=CN1)[C@H]1[C@@H](C1)N(C(OC(C)(C)C)=O)C1CCC(CC1)NC(=O)OC(C)(C)C tert-butyl ((trans)-2-(2-(3-aminophenyl)thiazol-5-yl)cyclopropyl)(4-((tert-butoxycarbonyl)amino)cyclohexyl)carbamate